Trioxatridecandiamine C(OOOCCCCCCCCC)(N)N